N-[2-(methylsulfanyl)-7-(trifluoromethyl)imidazo[2,1-f][1,2,4]triazin-4-yl]glycine ethyl ester C(C)OC(CNC1=NC(=NN2C1=NC=C2C(F)(F)F)SC)=O